C(C)N(CC(CO)(C)C)CC 3-(diethylamino)-2,2-dimethylpropanol